CO[Si](CC[Si](OC)(OC)OC)(OC)OC 1,2-Bis(trimeth-oxysilyl)ethan